4,5-dihexyl-catechol C(CCCCC)C=1C=C(C(O)=CC1CCCCCC)O